FC(OCC[C@@H](CCCO)NC(OC(C)(C)C)=O)F tert-butyl N-[(1R)-1-[2-(difluoromethoxy)ethyl]-4-hydroxy-butyl]carbamate